tert-butyl (1-(5-(3-cyano-6-ethoxypyrazolo[1,5-a]pyridin-4-yl)pyridin-2-yl)-4-((4-ethylpiperazin-1-yl)methyl)piperidin-4-yl)carbamate C(#N)C=1C=NN2C1C(=CC(=C2)OCC)C=2C=CC(=NC2)N2CCC(CC2)(CN2CCN(CC2)CC)NC(OC(C)(C)C)=O